(Z)-4-thioxo-5-(2-fluorobenzylidene)thiazolidin-2-one S=C/1NC(S\C1=C/C1=C(C=CC=C1)F)=O